4-((1s,4s)-4-(2-hydroxypropan-2-yl)cyclohexylamino)-2-(tetrahydro-2H-pyran-4-ylamino)pyrimidine-5-carboxamide OC(C)(C)C1CCC(CC1)NC1=NC(=NC=C1C(=O)N)NC1CCOCC1